N1=CNC=2CN(CCC21)C=O (3,4,6,7-tetrahydro-5H-imidazo[4,5-c]pyridin-5-yl)methanone